[C].[V].CN(C=CC(=O)C1=C(C=CC(=C1)Cl)O)C 3-dimethylamino-1-(2-hydroxy-5-chlorophenyl)prop-2-en-1-one vanadium carbon